(S)-2-(7'-octenyl)alanine C[C@](CCCCCCC=C)(C(=O)O)N